NC1=NN2C(C=C(C=C2)C2=C3C=NN(C3=CC(=C2)C(=O)NCC2=C(C=CC(=C2)F)OC2COCC2)C)=N1 4-(2-amino-[1,2,4]triazolo[1,5-a]pyridin-7-yl)-N-(5-fluoro-2-((tetrahydrofuran-3-yl)oxy)benzyl)-1-methyl-1H-indazole-6-carboxamide